CN(S(=O)(=O)C=1C(=C(C(=O)O)C=CC1NCCCCCCCC(F)(F)F)OC)C (N,N-dimethylsulfamoyl)-2-methoxy-4-((8,8,8-trifluorooctyl)amino)benzoic acid